3,3-Diethoxy-1-propyne C(C)OC(C#C)OCC